C1=CC=CC=2C3=CC=CC=C3C(C12)COC(=O)N[C@@H](CSC(C1=CC=CC=C1)(C1=CC=CC=C1)C1=CC=CC=C1)C(=O)O N-(((9H-fluoren-9-yl)methoxy)carbonyl)-S-trityl-L-cysteine